6,6'-(6-(2,4-dibutoxyphenyl)-1,3,5-triazine-2,4-diyl)bis(3-butoxyphenol) C(CCC)OC1=C(C=CC(=C1)OCCCC)C1=NC(=NC(=N1)C1=CC=C(C=C1O)OCCCC)C1=CC=C(C=C1O)OCCCC